CN([C@@H]1CN(CC1)C=1N=C(C2=C(N1)C(=C(N=C2)C2=CC(=CC1=CC=C(C(=C21)C#C)F)O)F)N2CCCCC2)C 4-{2-[(3S)-3-(dimethylamino)pyrrolidin-1-yl]-8-fluoro-4-(piperidin-1-yl)pyrido[4,3-d]pyrimidin-7-yl}-5-ethynyl-6-fluoronaphthalen-2-ol